mono-allyl fumarate C(\C=C\C(=O)[O-])(=O)OCC=C